4'-isopropylbiphenyl C(C)(C)C1=CC=C(C=C1)C1=CC=CC=C1